CC(C=CC=CCCC)=O non-3,5-dien-2-one